OC=1C(=CC(=C2C[C@H](OC(C12)=O)C)C)C1=CC(=CC=C1)[N+](=O)[O-] (R)-8-hydroxyl-3,5-dimethyl-7-(3-nitrophenyl)isochroman-1-one